O=C1N(C=CC(N1)=O)C1=CN=C2N1C=CC(=C2)C=2CCN(CC2)C(=O)OC(C)(C)C tert-butyl 4-(3-(2,4-dioxo-3,4-dihydropyrimidin-1(2H)-yl)imidazo[1,2-a]pyridin-7-yl)-3,6-dihydropyridine-1(2H)-carboxylate